octyllaurate C(CCCCCCC)OC(CCCCCCCCCCC)=O